FC(C(C(F)(F)F)OC(=O)N1CCC2(C[C@H]2C(=O)NC=2C=CC(=NC2)OCC(=O)O)CC1)(F)F |o1:15| (R or S)-2-((5-(6-(((1,1,1,3,3,3-hexafluoro-propan-2-yl)oxy)carbonyl)-6-aza-spiro[2.5]octane-1-carboxamido)pyridin-2-yl)oxy)acetic acid